COC(=O)C=1C(N(C2=NC(=CC=C2C1N)C(F)(F)F)C=1C(=NC(=CC1)N)C)=O 4-Amino-1-(6-amino-2-methylpyridin-3-yl)-2-oxo-7-(trifluoromethyl)-1,2-dihydro-1,8-naphthyridine-3-carboxylic acid methyl ester